1,4-bis-triethoxysilylbutane C(C)O[Si](CCCC[Si](OCC)(OCC)OCC)(OCC)OCC